C(=O)(O)[C@H](CC(=O)C1=CC2=C(S1)C=C(C(=C2)OCCCCOC=2C=C1CN(CC1=CC2OC)C(C[C@@H](C(=O)O)C)=O)OC)C (S)-4-(5-(4-((2-((S)-3-carboxybutanoyl)-6-methoxybenzo[b]thiophen-5-yl)oxy)butoxy)-6-methoxyisoindolin-2-yl)-2-methyl-4-oxobutanoic acid